FC1(CN(CCC1)CCNC(C1=CN=C(C(=C1)NC1=NN(C2=NC(=NC=C21)NC=2C=NC=NC2)C)C)=O)F N-(2-(3,3-difluoropiperidin-1-yl)ethyl)-6-methyl-5-((1-methyl-6-(pyrimidin-5-ylamino)-1H-pyrazolo[3,4-d]pyrimidin-3-yl)amino)nicotinamide